(S)-2-(3-(3-chloropyridin-2-ylamino)pyrrolidin-1-yl)-5-(2-ethylbenzoyl)benzaldehyde ClC=1C(=NC=CC1)N[C@@H]1CN(CC1)C1=C(C=O)C=C(C=C1)C(C1=C(C=CC=C1)CC)=O